(4-allyl-2-(2-methyl-1H-benzimidazol-5-yl)phenyl)methanol C(C=C)C1=CC(=C(C=C1)CO)C1=CC2=C(NC(=N2)C)C=C1